C(CCCCCCCC=CC=CC=CCCCC)(=O)OCCCCCC(C)C isooctyl eleostearate